SCCC[SiH2]OCCC(OCC)OCC 3-Mercaptopropyldiethoxypropoxysilane